OC1=C(C=CC=C1)C=1C=C2C(=NN1)NC[C@@H]1N2CCN(C1)C(=O)C1CCN(CC1)C(=O)OC(C)(C)C tert-butyl (S)-4-(2-(2-hydroxyphenyl)-6,6a,7,8,9,10-hexahydro-5H-pyrazino[1',2':4,5]pyrazino[2,3-c]pyridazine-8-carbonyl)piperidine-1-carboxylate